sodium (methylsulfonyl)sodium CS(=O)(=O)[Na].[Na]